OC1=C(C(=O)NC=2C=C(C(=O)O)C=C(C2)NC(C2=C(C(=CC(=C2)O)C(=O)O)O)=O)C=C(C=C1C(=O)O)O 3,5-bis(2,5-dihydroxy-3-carboxybenzoylamino)benzoic acid